C(C)(C)(C)OC(=O)N=C(NC1=CC=C(C=N1)N1CCCCC1)NC(=O)OC(C)(C)C 1-(6-(2,3-Bis(t-butoxycarbonyl)guanidino)pyridin-3-yl)piperidine